FC=1C=C2C=C(N(C2=CC1)CC1=CC=C(C=C1)OC)C=O 5-fluoro-1-(4-methoxybenzyl)-1H-indole-2-carbaldehyde